(2R,3S,5R)-5-(6-amino-2-fluoro-9H-purin-9-yl)-2-(chloromethyl)-2-(hydroxymethyl)tetrahydrofuran-3-ol NC1=C2N=CN(C2=NC(=N1)F)[C@H]1C[C@@H]([C@](O1)(CO)CCl)O